1,2-benzenedicarbaldehyde C=1(C(=CC=CC1)C=O)C=O